tert-butyl N-(7-methyl-5-{2-[4-(trifluoromethyl)phenyl]ethoxy}-1H-pyrrolo[3,2-b]pyridin-3-yl)carbamate CC1=C2C(=NC(=C1)OCCC1=CC=C(C=C1)C(F)(F)F)C(=CN2)NC(OC(C)(C)C)=O